4-(5-amino-1-(1-(but-2-ynyl)pyrrolidin-3-yl)imidazo[1,5-c]pyrimidin-3-yl)-2-cyano-N-(4-cyanopyridin-2-yl)benzamide NC1=NC=CC=2N1C(=NC2C2CN(CC2)CC#CC)C2=CC(=C(C(=O)NC1=NC=CC(=C1)C#N)C=C2)C#N